diallyl-octylamide C(C=C)C(CCCCCCC[NH-])CC=C